O=C1N(CCC(N1)=O)C=1C=C(C=CC1)NC(CN1[C@@H](CN(C[C@@H]1C)C(=O)OC(C)(C)C)C)=O tert-butyl (3r,5s)-4-(2-((3-(2,4-dioxotetrahydropyrimidin-1(2H)-yl) phenyl) amino)-2-oxoethyl)-3,5-dimethylpiperazine-1-carboxylate